(S)-isopropyl 2-amino-6-diazo-5-oxohexanoate N[C@H](C(=O)OC(C)C)CCC(C=[N+]=[N-])=O